((R)-2-hydroxy-2-((S)-1,2,3,4-tetrahydroisoquinolin-3-yl)ethyl)-4,4-dimethyl-6-(1-oxa-7-azaspiro[3.5]nonane-7-carbonyl)-3,4-dihydroisoquinolin-1(2H)-one O[C@H](CN1C(C2=CC=C(C=C2C(C1)(C)C)C(=O)N1CCC2(CCO2)CC1)=O)[C@H]1NCC2=CC=CC=C2C1